(S)-4-(4-(3-fluoro-4-(3-(methylamino)pyrrolidin-1-yl)phenyl)quinazolin-6-yl)pyridin-2-amine FC=1C=C(C=CC1N1C[C@H](CC1)NC)C1=NC=NC2=CC=C(C=C12)C1=CC(=NC=C1)N